1,2-diamino-5-bromo-4-ethoxypyridin-1-ium 2,4,6-trimethylbenzenesulfonate CC1=C(C(=CC(=C1)C)C)S(=O)(=O)[O-].N[N+]1=C(C=C(C(=C1)Br)OCC)N